2-(2,2-Dimethyl-propylsulfonyl)-2,6-diazaspiro[3.3]heptane CC(CS(=O)(=O)N1CC2(C1)CNC2)(C)C